C(C)(C)(C)OC(=O)NCCN1CC=2N(CC1)C=C(C2)C(=O)OCC ethyl 2-(2-((tert-butoxycarbonyl)amino)ethyl)-1,2,3,4-tetrahydropyrrolo[1,2-a]pyrazine-7-carboxylate